FC1(C(CC1)N)F 2,2-difluorocyclobutylamine